(R)-3-(((6-(6-(2-oxobenzo[d]oxazol-3(2H)-yl)hexyl)benzo[d]oxazol-2-yl)amino)methyl)pyrrolidin-1-ium chloride [Cl-].O=C1OC2=C(N1CCCCCCC1=CC3=C(N=C(O3)NC[C@@H]3C[NH2+]CC3)C=C1)C=CC=C2